p-bromo-N,N-bis(trimethylsilyl)benzylamine BrC1=CC=C(CN([Si](C)(C)C)[Si](C)(C)C)C=C1